BrC1=C(C=C(C=C1N(C1=CC=CC=C1)C1=CC=CC=C1)C)N(C1=CC2=CC=CC=C2C=C1)C1=CC2=CC=CC=C2C=C1 2-bromo-5-methyl-N1,N1-di(naphthalen-2-yl)-N3,N3-diphenylbenzene-1,3-diamine